C1(=CC=CC=C1)CS(=O)(=O)NC(CC1=CC=C(C=C1)NS(O)(=O)=O)C=1N=C(SC1)C=1SC=CC1 {4-(S)-[2-phenylmethanesulfonylamino-2-(2-thiophen-2-ylthiazol-4-yl)ethyl]phenyl}sulfamic acid